Cl.N1=CC=C2N1C=CC=C2 pyrazolo[1,5-a]pyridine hydrochloride